F\C(\C(=O)OC)=C/C1=CC=C2C(=NNC2=C1F)I Methyl (Z)-2-fluoro-3-(7-fluoro-3-iodo-1H-indazol-6-yl)acrylate